C1(CCC1)N1C(=NC2=C1C(=CC=C2)C(=O)OC)NC(CC(C)(C)C)=O methyl 1-cyclobutyl-2-(3,3-dimethylbutanamido)-1H-benzo[d]imidazole-7-carboxylate